(S)-N-(1-(6-(3-(difluoromethyl)pyridin-2-yl)-5-fluoro-1-neopentyl-1H-indol-3-yl)-2,2-difluoroethyl)cyclopropanesulfonamide FC(C=1C(=NC=CC1)C1=C(C=C2C(=CN(C2=C1)CC(C)(C)C)[C@@H](C(F)F)NS(=O)(=O)C1CC1)F)F